4,4-difluoro-2-methylbutanoic acid FC(CC(C(=O)O)C)F